Tert-butyl (5S)-5-[[4-[1-(benzenesulfonyl)-6-(3,5-dimethylisoxazol-4-yl) pyrrolo[2,3-b]pyridin-3-yl]-5-(trifluoromethyl)pyrimidin-2-yl]amino]-3,3-dimethyl-piperidine-1-carboxylate C1(=CC=CC=C1)S(=O)(=O)N1C=C(C=2C1=NC(=CC2)C=2C(=NOC2C)C)C2=NC(=NC=C2C(F)(F)F)N[C@H]2CC(CN(C2)C(=O)OC(C)(C)C)(C)C